O=C1N(C(CC1)=O)OC(CCCCCC1(C=[N+](C2=CC=C(C=C12)S(=O)(=O)O)CCCCS(=O)(=O)O)C)=O 3-(6-((2,5-dioxopyrrolidin-1-yl)oxy)-6-oxohexyl)-3-methyl-5-sulfo-1-(4-sulfobutyl)-3H-indol-1-ium